N-((3S,4R)-3-fluoro-1-methylpiperidin-4-yl)-3-(1-fluorovinyl)-2-(3-((2-methoxy-4-(methylsulfonyl)phenyl)amino)prop-1-yn-1-yl)imidazo[1,2-a]pyridin-8-amine F[C@H]1CN(CC[C@H]1NC=1C=2N(C=CC1)C(=C(N2)C#CCNC2=C(C=C(C=C2)S(=O)(=O)C)OC)C(=C)F)C